CN(CCN(C=1C=C(C=CC1)NC=1N=CC2=C(N1)N(C(C=C2C#C)=O)C)C)C 2-[(3-{[2-(Dimethylamino)ethyl](methyl)amino}phenyl)amino]-5-ethynyl-8-methylpyrido[2,3-d]pyrimidin-7-one